N-(2-benzoylphenyl)-2-(4-bromophenoxy)-N-methylacetamide C(C1=CC=CC=C1)(=O)C1=C(C=CC=C1)N(C(COC1=CC=C(C=C1)Br)=O)C